2-fluoro-5-nitro-4-(piperidin-1-yl)aniline FC1=C(N)C=C(C(=C1)N1CCCCC1)[N+](=O)[O-]